3-(4-(2-(1H-indol-3-yl)ethoxy)-7,8-dihydro-6H-pyrimido[5,4-b][1,4]oxazin-2-yl)pyridin-2(1H)-one N1C=C(C2=CC=CC=C12)CCOC1=NC(=NC2=C1OCCN2)C=2C(NC=CC2)=O